N-(3-(6-(3-fluorophenyl)quinazolin-8-yl)phenyl)acrylamide FC=1C=C(C=CC1)C=1C=C2C=NC=NC2=C(C1)C=1C=C(C=CC1)NC(C=C)=O